1-(3,4-Dihydroxyphenyl)-2-hydroxyethanone OC=1C=C(C=CC1O)C(CO)=O